dimethyl (methacryloyloxy)-methylphosphonate C(C(=C)C)(=O)OCP(OC)(OC)=O